O1CCN(CC1)C1=CC=C2C(=N1)SC(=N2)NC(OC(C)(C)C)=O tert-butyl (5-morpholinothiazolo[5,4-b]pyridin-2-yl)carbamate